O=C1N(N=C2N1[C@@H](CCC2)C(=O)O)CC2=NC(=NC=C2)C(F)(F)F (5S)-3-Oxo-2-{[2-(trifluoromethyl)pyrimidin-4-yl]methyl}-2,3,5,6,7,8-hexahydro[1,2,4]triazolo[4,3-a]pyridine-5-carboxylic acid